CNC(=O)C1=NC=C(C=C1)O[C@H]1[C@H](NC1)C N-methyl-5-{[(2R,3R)-2-methylazetidin-3-yl]oxy}pyridine-2-carboxamide